FC(C=1C=CC(=NC1)C=O)(F)F (5-(trifluoromethyl)pyridin-2-yl)methanone